1,2,4-trifluorobromobenzene FC1=C(C(=C(C=C1)F)Br)F